tert-butyl (3-(3-chloro-5-fluorophenyl)-3-hydroxypropyl)(methyl)-carbamate ClC=1C=C(C=C(C1)F)C(CCN(C(OC(C)(C)C)=O)C)O